6-(3,3-dimethyl-1-((1s,3s)-3-methyl-3-(5-azaspiro[2.5]oct-5-yl)cyclobutyl)-2-oxo-2,3-dihydro-1H-pyrrolo[3,2-b]pyridin-6-yl)-3-isopropyl-3H-imidazo[4,5-c]pyridin-2-one CC1(C(N(C=2C1=NC=C(C2)C2=CC1=C(C=N2)N(C(N1)=O)C(C)C)C1CC(C1)(N1CC2(CC2)CCC1)C)=O)C